Ethyl (1R,2R,3aS,10aR)-5-chloro-1-formyl-2-(tetrahydro-2H-pyran-2-yloxy)-2,3,3a,9,10,10a-hexahydro-1H-benzo[b]cyclopenta[f]oxepin-6-carboxylate ClC1=C(C=CC2=C1O[C@@H]1[C@H](CC2)[C@H]([C@@H](C1)OC1OCCCC1)C=O)C(=O)OCC